C(C)(C)C1=C(NC2=CC=C(C=C12)OC1CCN(CC1)C)C=1C(=C(C=2N(C1)C=NN2)C)C 6-(3-Isopropyl-5-((1-methylpiperidin-4-yl)oxy)-1H-indol-2-yl)-7,8-dimethyl-[1,2,4]triazolo[4,3-a]pyridin